FC1=CC=C(C=C1)C1=CC=CC=[N+]1[O-] 6-(4-fluorophenyl)pyridine 1-oxide